CN1N=C(N=N1)COCC(=C)C 2-methyl-5-(2-methylallyloxymethyl)tetrazole